N-(4'-((2-(1,1-difluoroethyl)-6-methylpyrimidin-4-yl)amino)-4-(pyrrolidin-1-ylmethyl)-[2,3'-bipyridin]-6'-yl)acetamide FC(C)(F)C1=NC(=CC(=N1)NC1=C(C=NC(=C1)NC(C)=O)C1=NC=CC(=C1)CN1CCCC1)C